(3-((4-benzoyl-1-piperazinyl)(oxo)acetyl)-4-methoxy-7-(3-methyl-1H-1,2,4-triazol-1-yl)-1H-pyrrolo[2,3-c]-pyridin-1-yl)methyl dihydrogen phosphate P(=O)(OCN1C=C(C=2C1=C(N=CC2OC)N2N=C(N=C2)C)C(C(=O)N2CCN(CC2)C(C2=CC=CC=C2)=O)=O)(O)O